4-(5-chloro-2-(4-chloro-1H-1,2,3-triazol-1-yl)phenyl)-5-methoxy-1-(prop-2-yn-1-yl)pyridin-2(1H)-one ClC=1C=CC(=C(C1)C1=CC(N(C=C1OC)CC#C)=O)N1N=NC(=C1)Cl